BrC1=CC(=C2C=NN(C2=C1)C1OCCCC1)C(C)(F)F 6-bromo-4-(1,1-difluoroethyl)-1-tetrahydropyran-2-yl-indazole